4-(4-(thieno[2,3-c]pyridin-4-yl)thiophen-2-yl)-4-oxobutanoic acid S1C=CC=2C1=CN=CC2C=2C=C(SC2)C(CCC(=O)O)=O